1-(3-bromopropyl)imidazole BrCCCN1C=NC=C1